carbamic acid 2-(3-chlorophenyl)-2-methyl-1-phenylpropyl ester ClC=1C=C(C=CC1)C(C(C1=CC=CC=C1)OC(N)=O)(C)C